3-(2-(2-chloro-5-cyanophenyl)-5,7-difluoro-4-oxo-1,4-dihydroquinolin-6-yl)propionic acid ClC1=C(C=C(C=C1)C#N)C=1NC2=CC(=C(C(=C2C(C1)=O)F)CCC(=O)O)F